dinormal propyl peroxy dicarbonate C(OCCC)(OOOOC(OCCC)=O)=O